4-xylylidene diisocyanate C1=C(C(C(C=C1)(N=C=O)N=C=O)C)C